pentyl lactate (amyl lactate) C(CCCC)C(C(=O)O)(O)C.C(C(O)C)(=O)OCCCCC